C(C=1C(C(=O)O)=CC=CC1)(=O)O.C(C)N(CC)C(C)O diethylaminoethanol phthalate